2-isopropyl-5,5-dimethyl-N-((S)-2-phenylpropyl)cyclohexanecarboxamide C(C)(C)C1C(CC(CC1)(C)C)C(=O)NC[C@@H](C)C1=CC=CC=C1